benzyl 3-amino-3-(3,4-dichlorophenyl)pyrrolidine-1-carboxylate NC1(CN(CC1)C(=O)OCC1=CC=CC=C1)C1=CC(=C(C=C1)Cl)Cl